2,5-diaminophenylpyrimidine NC1=C(C=C(C=C1)N)C1=NC=CC=N1